[15NH]1C(CCCC1)=O piperidone-1-15N